Cyclopropylmethyl (S)-(1-(4-fluoro-3-(trifluoromethyl)phenyl)cyclopropyl)(pyrrolidin-2-ylmethyl)carbamate FC1=C(C=C(C=C1)C1(CC1)N(C(OCC1CC1)=O)C[C@H]1NCCC1)C(F)(F)F